(S)-N-(1-cycloheptyl-2-((5-(3,5-dimethylisoxazol-4-yl)pyridin-2-yl)amino)-2-oxoethyl)-3-ethylisoxazole-4-carboxamide C1(CCCCCC1)[C@@H](C(=O)NC1=NC=C(C=C1)C=1C(=NOC1C)C)NC(=O)C=1C(=NOC1)CC